Cl.Cl.NC1=CC=C(C(=N1)C)CNC([C@H](C)NC(=O)C1NCC(C1)CC1=CC2=CC=CC=C2C=C1)=O N-((S)-1-(((6-amino-2-methylpyridin-3-yl)methyl)amino)-1-oxopropan-2-yl)-4-(naphthalen-2-ylmethyl)pyrrolidine-2-carboxamide dihydrochloride